C(=C)NC=O Vinyl-formamid